(3R,5'S)-1'-((S)-2-((S)-2-amino-N-(methyl-d3)propanamido)-3-cyclopropylpropionyl)-5-(methylsulfonylamino)-2-oxospiro[indole-3,3'-pyrrolidine]-5'-carboxamide N[C@H](C(=O)N(C([2H])([2H])[2H])[C@H](C(=O)N1C[C@]2(C[C@H]1C(=O)N)C(NC1=CC=C(C=C12)NS(=O)(=O)C)=O)CC1CC1)C